Acetaminomethanesulfonic acid N(C(=O)C)CS(=O)(=O)O